4,6-Difluoro-N-(2-((2S,3S)-2-methylazepan-3-yl)thieno[2,3-b]pyridin-4-yl)benzo[d]thiazol-5-amine FC1=C(C(=CC2=C1N=CS2)F)NC2=C1C(=NC=C2)SC(=C1)[C@@H]1[C@@H](NCCCC1)C